NC=1C=C(C(=NC1C1=CC=CC=C1)C1=CC=C(C#N)C=C1)C 4-(5-amino-3-methyl-6-phenylpyridin-2-yl)benzonitrile